N-(3,5-dichlorophenyl)-4-oxopiperidine-1-carboxamide ClC=1C=C(C=C(C1)Cl)NC(=O)N1CCC(CC1)=O